(triethoxysilylpropyl)(triethoxysilyloctyl)amine C(C)O[Si](OCC)(OCC)CCCNCCCCCCCC[Si](OCC)(OCC)OCC